C1(=C(C=CC=C1)C1=C(C2=C([Se]C3=C2C=CC=C3)C=C1)C1=NN=NC(=C1C1=CC=CC=C1)C1=C(C=CC=C1)C1=CC=CC=C1)C1=CC=CC=C1 (biphenylyl)[(biphenylyl)phenyltriazinyl]dibenzoselenophene